N-((3-azabicyclo[4.1.0]heptan-7-yl)methyl)-6-morpholinopyrimidin-4-amine C12CNCCC2C1CNC1=NC=NC(=C1)N1CCOCC1